CNS(=O)(=O)C=1SC=CC1 N-methyl-2-thiophenesulfonamide